tert-butyl-4-methylpiperidine ethyl-(1,2-dimethyl-3-oxocyclopentyl)acetate C(C)OC(CC1(C(C(CC1)=O)C)C)=O.C(C)(C)(C)N1CCC(CC1)C